3-amino-3-(2-chlorophenyl)propionic acid NC(CC(=O)O)C1=C(C=CC=C1)Cl